1-(4-(5-(chlorodifluoromethyl)-1,2,4-oxadiazol-3-yl)phenyl)-2-((2,4-difluorophenyl)sulfonyl)ethan-1-one ClC(C1=NC(=NO1)C1=CC=C(C=C1)C(CS(=O)(=O)C1=C(C=C(C=C1)F)F)=O)(F)F